N(=NC(=O)OCC1=CC=C(C=C1)Cl)C(=O)OCC1=CC=C(C=C1)Cl di(p-chlorobenzyl) azodicarboxylate